N12C=CCN(C2CCC1)CCCCCCCCCCCCCCCCCC(=O)O.C(CCC)N(CCCC)[Si](C1=CC=C(C=C1)C=C)(CC)CC (dibutylamino)diethyl-(4-vinylphenyl)silane 1,5-diazabicyclo[4.3.0]nonene-5-stearate